[4-morpholino-2-[(2E)-2-(m-tolylmethylene)hydrazino]thieno[2,3-d]pyrimidin-6-yl]-(1-piperidyl)methanone O1CCN(CC1)C=1C2=C(N=C(N1)N/N=C/C=1C=C(C=CC1)C)SC(=C2)C(=O)N2CCCCC2